C(C)(=O)OC(C=1C(C(=O)OC(C)=O)=CC=CC1)=O.OCCN1C(C=CC1=O)=O N-(2-Hydroxyethyl)maleimide diacetyl-phthalate